ClC1C=CCC1 3-chlorocyclopentene